C(C1=CC=CC=C1)N1CC2C(C2C1)C(C)(C)NC(OC(C)(C)C)=O tert-butyl (2-(exo-3-benzyl-3-azabicyclo[3.1.0]hexan-6-yl)propan-2-yl)carbamate